C(C)(C)(C)OCCONC(=O)C=1C=NN2C1N=C(C=C2)N2[C@H](CCC2)C=2C(=NC=C(C2)F)OC (R)-N-(2-tert-butoxyethoxy)-5-(2-(5-fluoro-2-methoxypyridin-3-yl)pyrrolidin-1-yl)pyrazolo[1,5-a]pyrimidine-3-carboxamide